(5-chloro-2,4-difluoro-phenyl)-N,3,3-trimethyl-1-[6-methyl-4-(trifluoromethyl)-2-pyridyl]indoline-2-carboxamide ClC=1C(=CC(=C(C1)C1(N(C2=CC=CC=C2C1(C)C)C1=NC(=CC(=C1)C(F)(F)F)C)C(=O)NC)F)F